5-(1-benzylpiperidin-4-yl)-7-isopropyl-4-oxa-7-azaspiro[2.5]octan-8-one C(C1=CC=CC=C1)N1CCC(CC1)C1OC2(CC2)C(N(C1)C(C)C)=O